4-Bromo-2-fluoro-pyridine BrC1=CC(=NC=C1)F